(R)-11-((((9H-fluoren-9-yl)methoxy)carbonyl)amino)-2,2-dimethyl-13-(2-(5-methyl-2,4-dioxo-3,4-dihydropyrimidin-1(2H)-yl)acetyl)-3,6,9-trioxa-13-azapentadecan-15-oic acid C1=CC=CC=2C3=CC=CC=C3C(C12)COC(=O)N[C@@H](COCCOCCOC(C)(C)C)CN(CC(=O)O)C(CN1C(NC(C(=C1)C)=O)=O)=O